F[P-](F)(F)(F)(F)F.[NH4+].[P].N1CCCC1.N1CCCC1.N1CCCC1 tripyrrolidine phosphorus ammonium hexafluorophosphate